N-propylpiperidine C(CC)N1CCCCC1